2-Isopropoxybenzenesuccinate C(C)(C)OC1=C(C=CC=C1)C(CC(=O)[O-])C(=O)[O-]